tert-butyl (S)-(4,4-dimethyl-2-oxotetrahydrofuran-3-yl)carbamate CC1([C@@H](C(OC1)=O)NC(OC(C)(C)C)=O)C